C(C)C1=C(C=CC2=C1B(OC2)O)C(=O)N[C@@H](C(C)C)C(=O)OCC2=CC=C(C=C2)F 4-Fluorobenzyl (7-ethyl-1-hydroxy-1,3-dihydrobenzo[c][1,2]oxaborole-6-carbonyl)-L-valinate